diethyl alpha-ketoglutarate O=C(C(=O)OCC)CCC(=O)OCC